ClCC1CCCCC1 4-chloromethylcyclohexane